C(C1=CC=CC=C1)OC(=O)NCCOCC=1C=C(C=CC1)C[C@H](C(=O)OC(C)(C)C)[C@@H]1CN(CC1)C(=O)OC(C)(C)C tert-butyl (R)-3-((S)-3-(3-((2-(((benzyloxy)carbonyl)amino)ethoxy)methyl)phenyl)-1-(tert-butoxy)-1-oxopropan-2-yl)pyrrolidine-1-carboxylate